CC1C(C=NN1C(=O)O)C1=CC=CC=C1 5-methyl-4-phenyl-4,5-dihydro-1H-pyrazole-1-carboxylic acid